(R)-8-chloro-5-((2-(4-(6-fluoro-[1,2,4]triazolo[4,3-a]pyridin-7-yl)butan-2-yl)-2-azaspiro[3.3]heptan-6-yl)methyl)-2-methylphthalazin-1(2H)-one ClC=1C=CC(=C2C=NN(C(C12)=O)C)CC1CC2(CN(C2)[C@H](C)CCC2=CC=3N(C=C2F)C=NN3)C1